methyl 1-(cyclobutylmethyl)-3-((5-methoxypyridin-3-yl)methyl)-2-methyl-1H-indole-6-carboxylate C1(CCC1)CN1C(=C(C2=CC=C(C=C12)C(=O)OC)CC=1C=NC=C(C1)OC)C